(4-iodophenyl)propan-1-one IC1=CC=C(C=C1)C(CC)=O